6-bromo-2-(4-chloro-2-(methylsulfonyl)benzyl)-3-(4-chlorophenyl)-4-fluoro-3-hydroxyisoindolin-1-one BrC1=CC(=C2C(N(C(C2=C1)=O)CC1=C(C=C(C=C1)Cl)S(=O)(=O)C)(O)C1=CC=C(C=C1)Cl)F